NC=1C(=NC=CC1)B1OC(C)(C)C(C)(C)O1 3-aminopyridine-2-boronic acid pinacol ester